NC1=CC(=C(C=C1OC)N1CCC2(CCN(CC2)CC2CCN(CC2)C=2C=C3C(N(C(C3=CC2)=O)C2C(NC(CC2)=O)=O)=O)CC1)C 5-(4-((9-(4-amino-5-methoxy-2-methylphenyl)-3,9-diazaspiro[5.5]undecan-3-yl)methyl)piperidin-1-yl)-2-(2,6-dioxopiperidin-3-yl)isoindole-1,3-dione